C1(CCCC1)=O cyclopentaneOne